5-chloro-N-(4-cyano-2,6-diisopropylphenyl-carbamoyl)-4-(2-hydroxypropan-2-yl)thiophene-2-sulfonamide ClC1=C(C=C(S1)S(=O)(=O)NC(NC1=C(C=C(C=C1C(C)C)C#N)C(C)C)=O)C(C)(C)O